C(C)(C)(C)C1=CC=C(C=C1)NC(CC1=CN=CN1)=O N-(4-(tert-butyl)phenyl)-2-(1H-imidazol-5-yl)acetamide